4-(aminomethyl)-N-(6-bromopyridin-2-yl)pyrrolidine-2-carboxamide tert-butyl-4H-spiro[furo[3,4-d]thiazole-6,4'-piperidine]-1'-carboxylate C(C)(C)(C)OC(=O)N1CCC2(CC1)OCC=1N=CSC12.NCC1CC(NC1)C(=O)NC1=NC(=CC=C1)Br